N-[3-(5-chloro-1,3-benzoxazol-2-yl)-1-bicyclo[1.1.1]pentanyl]-5-(cyclopropylmethylsulfonimidoyl)furan-2-carboxamide ClC=1C=CC2=C(N=C(O2)C23CC(C2)(C3)NC(=O)C=3OC(=CC3)S(=O)(=N)CC3CC3)C1